C(C)OC=1C=C(C=CC1F)N1N=C(C=C1CC(C)C)NC1=C(C(=O)O)C=C(C=N1)C=1SC=CC1 2-((1-(3-ethoxy-4-fluorophenyl)-5-isobutyl-1H-pyrazol-3-yl)amino)-5-(thiophen-2-yl)nicotinic acid